CC1=CC(=C(C=C1)CC=O)[N+](=O)[O-] 2-(4-methyl-2-nitro-phenyl)acetaldehyde